5-((1S,2R)-1-(6-chloro-4,8-dimethyl-1,1-dioxido-3,4-dihydro-2H-benzo[e][1,2,4]thiadiazin-2-yl)-2-(6-fluoro-2,3-dimethylphenyl)propyl)-1,3,4-oxadiazol-2(3H)-one ClC=1C=C(C2=C(N(CN(S2(=O)=O)[C@@H]([C@H](C)C2=C(C(=CC=C2F)C)C)C2=NNC(O2)=O)C)C1)C